N-[(1R,5S)-3-[[4-(Trifluoromethyl)-1-bicyclo[2.2.2]octanyl]methyl]-3-azabicyclo[3.1.0]hexan-6-yl]prop-2-enamide FC(C12CCC(CC1)(CC2)CN2C[C@@H]1C([C@@H]1C2)NC(C=C)=O)(F)F